FC(CNC(=O)C=1C=2C=CC(=NC2C=CC1)C1=CNC2=C(C(=C(C=C12)F)F)F)F N-(2,2-Difluoroethyl)-2-(5,6,7-trifluoro-1H-indol-3-yl)quinoline-5-carboxamide